3-((2S)-2-((3-(2-(methylsulfonyl)-6-(pyrrolidin-1-yl)pyrimidin-4-yl)-1-(tetrahydro-2H-pyran-2-yl)-1H-indazol-5-yl)oxy)propoxy)propan-1-ol CS(=O)(=O)C1=NC(=CC(=N1)C1=NN(C2=CC=C(C=C12)O[C@H](COCCCO)C)C1OCCCC1)N1CCCC1